C(C)(C)(C)OC(=O)N[C@H](C(=O)OC)CCC(SCCNC(CCNC(=O)[C@@H]1OC(OCC1(C)C)(C)C)=O)=O methyl (2S)-2-[(tert-butoxycarbonyl)amino]-5-oxo-5-[[2-(3-[[(4R)-2,2,5,5-tetramethyl-1,3-dioxan-4-yl]formamido]propanamido)ethyl]sulfanyl]pentanoate